C(C)C1=CC=C(C=C1)NC(CCCC)=O N-para-ethylphenylpentanamide